ClC1=CC(=CC(=N1)N1CCN(CC1)S(=O)(=O)C1=CC=C(C=C1)NC(C1=CC(=CC=C1)N1C2CNC(C1)C2)=O)C(F)(F)F N-[4-[4-[6-chloro-4-(trifluoromethyl)-2-pyridyl]piperazin-1-yl]sulfonylphenyl]-3-(2,5-diazabicyclo[2.2.1]heptan-2-yl)benzamide